C(#N)CC1(CCC(CC1)N1CC(C1)C(F)(F)F)N1N=C(C(=C1)C(=O)N)NC1=CC=C(C=C1)P(=O)(OCC)OCC 1-[1-(cyanomethyl)-4-[3-(trifluoromethyl)azetidin-1-yl]cyclohexyl]-3-(4-diethoxyphosphorylanilino)pyrazole-4-carboxamide